(3-phenoxybenzyloxy)silane O(C1=CC=CC=C1)C=1C=C(CO[SiH3])C=CC1